C1(CC1)C(=O)C12CN(CC(NC1)C2)C2=CC=C(C=C2)C(F)(F)F (cyclopropanecarbonyl)-3-(4-(trifluoromethyl)phenyl)-3,6-diazabicyclo[3.2.1]octan